FC=1C=C(C=CC1)C1(CN(C1)C(=O)OC(C)(C)C)O tert-butyl 3-(3-fluorophenyl)-3-hydroxyazetidine-1-carboxylate